((3-fluoro-2-(fluoromethyl)propoxy)methyl)benzene FCC(COCC1=CC=CC=C1)CF